(4-fluoro-2-methylphenoxy)-N-(3-(N-methylcarbamoyl)phenyl)-4-(trifluoromethyl)benzamide FC1=CC(=C(OC2=C(C(=O)NC3=CC(=CC=C3)C(NC)=O)C=CC(=C2)C(F)(F)F)C=C1)C